C1(=CC=CC=C1)NC1=NC=C2C(=N1)N(N(C2=O)CC=C)C2=NC(=CC=C2)NC2CCNCC2 6-(phenylamino)-1-{6-[(piperidin-4-yl)amino]pyridin-2-yl}-2-(prop-2-en-1-yl)-1H,2H,3H-pyrazolo[3,4-d]pyrimidin-3-one